NC=1N=NC(=CC1C1=NC=CC(=C1)C1=C[C@@H]2COC[C@H](C1)N2C(=O)OC(C)(C)C)C2=C(C(=CC=C2)F)OCOC tert-butyl (1S,5R)-7-[2-[3-amino-6-[3-fluoro-2-(methoxymethoxy) phenyl]pyridazin-4-yl]-4-pyridyl]-3-oxa-9-azabicyclo[3.3.1]non-6-ene-9-carboxylate